bis(phenylpyridinyl)aniline C1(=CC=CC=C1)C=1C(=NC=CC1)N(C1=CC=CC=C1)C1=NC=CC=C1C1=CC=CC=C1